3-(1-ethoxyethoxy)-3-methylbutane C(C)OC(C)OC(CC)(C)C